9-(1-(2-aminoethyl)piperidin-4-yl)-4-chloro-7,7-dimethylindolo[1,2-a]quinazolin-5(7H)-one NCCN1CCC(CC1)C=1C=C2C(C=3N(C=4C=CC=C(C4C(N3)=O)Cl)C2=CC1)(C)C